ClC1=CC=C(CN2C[C@@](CC2)([C@H]2OCC2(F)F)CCC2=NC=C(C#N)C=C2)C=C1 |o1:11| 6-(2-((R)-1-(4-chlorobenzyl)-3-((R or S)-3,3-difluorooxetan-2-yl)pyrrolidin-3-yl)ethyl)nicotinonitrile